C1(CC1)C1=CC=CC=2N1C=C(N2)C(=O)OCC ethyl 5-cyclopropylimidazo[1,2-a]pyridine-2-carboxylate